O1CC(C1)C1=CC(=NN1)NC1=CN=C2C(=N1)N(N=C2)[C@@H](C)C2CCOCC2 (S)-N-(5-(oxetan-3-yl)-1H-pyrazol-3-yl)-1-(1-(tetrahydro-2H-pyran-4-yl)ethyl)-1H-pyrazolo[3,4-b]pyrazin-6-amine